(R)-4-(1-((tert-butyldimethylsilyl)oxy)ethyl)aniline [Si](C)(C)(C(C)(C)C)O[C@H](C)C1=CC=C(N)C=C1